NCC1(CCCCC1)NC1CC1 1-(aminomethyl)-N-cyclopropylcyclohexan-1-amine